O[C@@H]1[C@H](CCC=2C=CC(=CC12)C#N)[C@H]1N2C(C3=CC=CC=C13)=CN=C2 (7R,8R)-8-Hydroxy-7-((R)-5H-imidazo[5,1-a]isoindol-5-yl)-5,6,7,8-tetrahydronaphthalen-2-carbonitril